(2R)-3-methyl-1-[5-(2-methylbenzenesulfonyl)-1H,2H,3H,4H,5H,6H-pyrrolo[3,4-c]pyrrol-2-yl]-2-phenylbutan-1-one CC([C@@H](C(=O)N1CC=2CN(CC2C1)S(=O)(=O)C1=C(C=CC=C1)C)C1=CC=CC=C1)C